1-(3,5-dichloro-4-((5-isopropyl-6-oxo-1,6-dihydropyridazin-3-yl)oxy)phenyl)-2,4-dioxo-1,2,3,4-tetrahydropyrimidine-5-carbonitrile ClC=1C=C(C=C(C1OC1=NNC(C(=C1)C(C)C)=O)Cl)N1C(NC(C(=C1)C#N)=O)=O